FC1=C(C(=C(C(=C1F)F)F)F)[B-](C1=C(C(=C(C(=C1F)F)F)F)F)(C1=C(C(=C(C(=C1F)F)F)F)F)C1=C(C(=C(C(=C1F)F)F)F)F.C(CCCCCCCCCCCCCCCCC)[NH+](CCCCCCCCCCCCCCCC)C1=C(C=CC=C1)C N-octadecyl-N-hexadecyl-tolylammonium [tetrakis(perfluorophenyl) borate]